FC=1C=CC=C2C(CCOC12)CNC=1C=NC=CC1C(=O)O 3-{[(8-fluoro-3,4-dihydro-2H-chromen-4-yl)methyl]amino}pyridine-4-carboxylic acid